CC1=NN2C(C(NC3=CC=CC=C23)=O)=C1C 2,3-dimethylpyrazolo[1,5-a]quinoxalin-4(5H)-one